2-methylsulfanyl-1-[(1R)-2-[5-(p-tolyl)-1H-imidazol-2-yl]-1-piperidyl]-propan-1-one CSC(C(=O)N1C(CCCC1)C=1NC(=CN1)C1=CC=C(C=C1)C)C